2-(3-((R)-3-hydroxypyrrolidin-1-yl)propoxy)benzaldehyde O[C@H]1CN(CC1)CCCOC1=C(C=O)C=CC=C1